ClC1=NC(=CC(=N1)N1CCN(CC1)C(=O)OC(C)(C)C)N1CC(OC(C1)C)C tert-butyl 4-[2-chloro-6-(2,6-dimethylmorpholin-4-yl)pyrimidin-4-yl]piperazine-1-carboxylate